N,N-bis(tert-butyloxycarbonyl)-6-bromo-7-chloroisoquinolin-3-amine C(C)(C)(C)OC(=O)N(C=1N=CC2=CC(=C(C=C2C1)Br)Cl)C(=O)OC(C)(C)C